C(C)(C)(C)OC[C@@H](CSC=1C(=C(C=C2C(=NC(=NC12)O)O)C(F)(F)F)Cl)N1C=CC=2C1=NC=CC2 (S)-8-((3-(tert-butoxy)-2-(1H-pyrrolo[2,3-b]pyridin-1-yl)propyl)thio)-7-chloro-6-(trifluoromethyl)quinazoline-2,4-diol